ClC(C(=O)OC(=O)C(CCCCCCCC)Cl)CCCCCCCC chlorocapric acid anhydride